BrCC(=O)C=1N=C2N(N1)[C@@H](C[C@@H]2F)C2=CC=CC=C2 |r| 2-bromo-1-(rac-(5S,7S)-7-fluoro-5-phenyl-6,7-dihydro-5H-pyrrolo[1,2-b][1,2,4]triazol-2-yl)ethanone